1,1-bis(3-methyl-4-hydroxyphenyl)hexadecane CC=1C=C(C=CC1O)C(CCCCCCCCCCCCCCC)C1=CC(=C(C=C1)O)C